5-(4-bromotetrahydropyran-2-yl)-2-chloro-pyrimidine BrC1CC(OCC1)C=1C=NC(=NC1)Cl